tert-butyl (2S)-2-[[(2S)-2-[benzyloxycarbonyl(methyl)amino]butanoyl]-ethyl-amino]-3-(p-tolyl)propanoate C(C1=CC=CC=C1)OC(=O)N([C@H](C(=O)N([C@H](C(=O)OC(C)(C)C)CC1=CC=C(C=C1)C)CC)CC)C